C1(=CC=CC=C1)C1=NC(=CC=N1)C1=CC=CC=C1 2,6-diphenyl-pyrimidine